1-ISOCYANO-4-PHENOXYBENZENE [N+](#[C-])C1=CC=C(C=C1)OC1=CC=CC=C1